3-[ethyl-(methyl)carbamoyl]-2-methyl-4-(trifluoromethyl)benzoic acid C(C)N(C(=O)C=1C(=C(C(=O)O)C=CC1C(F)(F)F)C)C